C(C)C(COC(CCCCCCCCCCCCCCCCC)=O)CCCC 2-Ethylhexylstearat